1-(4-bromo-3-(trifluoromethyl)benzoyl)-5-isothiocyanato-2-methyl-1,2,3,6-tetrahydropyridine-4-carboxylate BrC1=C(C=C(C(=O)N2C(CC(=C(C2)N=C=S)C(=O)[O-])C)C=C1)C(F)(F)F